4-((4-aminophenyl)amino)-6-nitro-2H-benzopyran NC1=CC=C(C=C1)NC1=CCOC2=C1C=C(C=C2)[N+](=O)[O-]